3-(4-Fluorophenyl)-1,5-dimethyl-1H-pyrazole-4-ol FC1=CC=C(C=C1)C1=NN(C(=C1O)C)C